Dimethyl 1,4-dimethyl-3-[3-[(2-methylpropan-2-yl)oxycarbonylamino]propoxy]-5,7-dihydrocyclopenta[c]pyridine-6,6-dicarboxylate CC1=NC(=C(C2=C1CC(C2)(C(=O)OC)C(=O)OC)C)OCCCNC(=O)OC(C)(C)C